CN(NC(=O)C=1N=CNC1C(=O)O)C imidazole-4,5-dicarboxylic acid dimethyl hydrazide